(S)-N-((S)-3-oxo-1-((S)-2-oxopyrrolidin-3-yl)-4-(trifluoromethoxy)butan-2-yl)-5-pentanoyl-5-azaspiro[2.4]heptane-6-carboxamide O=C([C@H](C[C@H]1C(NCC1)=O)NC(=O)[C@H]1N(CC2(CC2)C1)C(CCCC)=O)COC(F)(F)F